1-(4-Fluoro-3-(((6-(piperidin-4-yl)pyridin-2-yl)oxy)methyl)phenyl)ethane FC1=C(C=C(C=C1)CC)COC1=NC(=CC=C1)C1CCNCC1